tert-butyl 2-(1-(4-(2,6-dioxopiperidin-3-yl)-2,5-difluorophenyl)-4-hydroxypiperidin-4-yl)acetate O=C1NC(CCC1C1=CC(=C(C=C1F)N1CCC(CC1)(O)CC(=O)OC(C)(C)C)F)=O